COC=1C=C(C=CC(=O)NC=2C(C(=O)O)=CC=CC2)C=CC1OC N-(3',4'-dimethoxycinnamoyl)-anthranilic acid